5-bromomethyl-4-(4-fluorophenyl)-6-isopropyl-2-[methyl-(methylsulfonyl)amino]pyrimidine sodium [Na].BrCC=1C(=NC(=NC1C(C)C)N(S(=O)(=O)C)C)C1=CC=C(C=C1)F